4,6-dichloro-2-(4-((cyclopropylmethyl)sulfonyl)benzyl)-5-(2-(trifluoromethyl)phenyl)-1H-benzo[d]imidazole ClC1=C(C(=CC=2NC(=NC21)CC2=CC=C(C=C2)S(=O)(=O)CC2CC2)Cl)C2=C(C=CC=C2)C(F)(F)F